OC=1C=C(C#N)C=C(C1)OC1=C(N=CN(C1=O)CC1=CC=C(C=C1)OC)C(F)(F)F 3-hydroxy-5-((1-(4-methoxybenzyl)-6-oxo-4-(trifluoromethyl)-1,6-dihydropyrimidin-5-yl)oxy)benzonitrile